2-(3-{[(3S,4S)-3-fluoro-2,2,6,6-tetramethylpiperidin-4-yl]amino}-1,2,4-triazin-6-yl)-5-[1-(2H3)methyl-1H-pyrazol-4-yl]phenol F[C@@H]1C(NC(C[C@@H]1NC=1N=NC(=CN1)C1=C(C=C(C=C1)C=1C=NN(C1)C([2H])([2H])[2H])O)(C)C)(C)C